(trans)-2-(3,4-dihydroxyphenyl)-5-hydroxy-3,7-dimethoxychroman-4-one OC=1C=C(C=CC1O)[C@@H]1OC2=CC(=CC(=C2C([C@H]1OC)=O)O)OC